CC=1[N+](=C(NC1)C)CCCC dimethyl-3-butylimidazolium